bis[4-(3-amino-4-hydroxyphenoxy) phenyl] sulfone NC=1C=C(OC2=CC=C(C=C2)S(=O)(=O)C2=CC=C(C=C2)OC2=CC(=C(C=C2)O)N)C=CC1O